3-isopropyl-2-(8-methoxy-[1,2,4]triazolo[1,5-a]pyridin-6-yl)-1H-pyrrolo[3,2-b]pyridine-1-carboxylate C(C)(C)C1=C(N(C=2C1=NC=CC2)C(=O)[O-])C=2C=C(C=1N(C2)N=CN1)OC